rel-2-((2R*,3S*,4S*,5R*)-3-(3,4-difluoro-2-methoxyphenyl)-4,5-dimethyl-5-(trifluoromethyl)tetrahydrofuran-2-yl)-6-methyl-5-((R)-1-(methylamino)ethyl)pyrimidin-4(1H)-one FC=1C(=C(C=CC1F)[C@H]1[C@@H](O[C@]([C@H]1C)(C(F)(F)F)C)C=1NC(=C(C(N1)=O)[C@@H](C)NC)C)OC |o1:8,9,11,12,26|